1,2-bis((5-methyl-5-(4-methylpentyl)tetrahydrofuran-2-yl)oxy)ethane CC1(CCC(O1)OCCOC1OC(CC1)(C)CCCC(C)C)CCCC(C)C